[N+](=O)([O-])C1=CC(=NC=C1)B(O)O 4-NITROPYRIDINE-2-BORONIC ACID